(+/-)-4,4-Dimethyl-3-{[2-(1-methyl-1H-pyrazol-4-yl)-7-(trifluoromethyl)[1,2,4]triazolo[1,5-c]quinazolin-5-yl]amino}pyrrolidin-2-one CC1([C@H](C(NC1)=O)NC1=NC=2C(=CC=CC2C=2N1N=C(N2)C=2C=NN(C2)C)C(F)(F)F)C |r|